methyl (2S)-5-[2-(4-chlorophenyl)-2-hydroxyacetamido]-6-[[(1r,3r)-3-(methoxycarbonyl) cyclohexyl] amino]-2-methyl-1,2,3,4-tetrahydroquinoline-1-carboxylate ClC1=CC=C(C=C1)C(C(=O)NC1=C2CC[C@@H](N(C2=CC=C1N[C@H]1C[C@@H](CCC1)C(=O)OC)C(=O)OC)C)O